OC1CCC(CC1)N1C(=C(C=C1C(=O)N)OC(C)C1=CN=NC=C1)C(=O)NC (4-hydroxycyclohexyl)-N2-methyl-3-(1-(pyridazin-4-yl)ethoxy)-1H-pyrrole-2,5-dicarboxamide